NC=1C=2N(C=C(N1)C)C(=NC2C2=CC(=C(C=C2)NC(C(O)C2=CC(=CC=C2)F)=O)F)C([2H])([2H])[2H] N-[4-[8-amino-6-methyl-3-(trideuteriomethyl)imidazo[1,5-a]pyrazin-1-yl]-2-fluorophenyl]-2-(3-fluorophenyl)-2-hydroxy-acetamide